methanol nickel cobalt manganese [Mn].[Co].[Ni].CO